Cl.C(N)(=O)C=1C=CC(=C(C1)C=1C=C2C(=NNC2=CC1)NC(=O)C1CNCCC1)Cl N-[5-(5-carbamoyl-2-chlorophenyl)-1H-indazol-3-yl]piperidine-3-carboxamide hydrochloride